N-(3-aminopropyl)-3-(6-chloro-1H-benzo[d]imidazol-2-yl)-1H-indazole-5-carboxamide NCCCNC(=O)C=1C=C2C(=NNC2=CC1)C1=NC2=C(N1)C=C(C=C2)Cl